FC=1C=C2C=NN(C2=CC1C=1C=2C(=NN(C2C=CC1)CC(=O)O)C)CC1CCN(CC1)C {5'-fluoro-3-methyl-1'-[(1-methylpiperidin-4-yl)methyl]-[4,6'-biindazol]-1-yl}acetic acid